FC=1C=CC(=C2CNCC12)C1=CC(=NC=C1)NC 7-fluoro-4-(2-(methylamino)pyridin-4-yl)isoindolin